C[SiH2]OCCCOCCC1=C(C=CC=C1)O methyl-(hydroxyphenyl)ethoxypropoxysilane